ClC1=C(C(=CC(=C1)C(C(C(F)(F)F)(F)F)(C(F)(F)F)F)Cl)NC(C1=C(C=CC=C1)F)=O N-[2,6-dichloro-4-[1,2,2,3,3,3-hexafluoro-1-trifluoromethylpropyl]phenyl]-2-fluorobenzamide